2-(4-(3-(azetidin-1-yl)propoxy)phenyl)ethylamine N1(CCC1)CCCOC1=CC=C(C=C1)CCN